(1s,3s)-3-fluorocyclobutane FC1CCC1